ClC1=C(C=C(C=C1)Cl)[C@H](C)N1C(=NC2=C1C=C(C(=C2)F)F)N2C[C@H]([C@@H](CC2)F)N (3r,4r)-1-(1-((1S)-1-(2,5-dichlorophenyl)ethyl)-5,6-difluoro-1H-benzoimidazol-2-yl)-4-fluoro-3-piperidinamine